O[C@]12[C@@H]3CC[C@@H]4C[C@H](CC[C@@]4([C@H]3CC[C@@]2([C@H](CC1)C=1C=CC(OC1)=O)C)C)N(C(OCCN1CC(NCC1)=O)=O)C 2-(3-oxopiperazin-1-yl)ethyl ((3S,5R,8R,9S,10S,13R,14S,17R)-14-hydroxy-10,13-dimethyl-17-(2-oxo-2H-pyran-5-yl)hexadecahydro-1H-cyclopenta[a]phenanthren-3-yl)(methyl)carbamate